5-bromo-2-(4-fluoro-3-methoxybenzyl)-7-((2-(methylamino)-1H-imidazol-1-yl)methyl)-3,4-dihydroisoquinolin-1(2H)-one BrC1=C2CCN(C(C2=CC(=C1)CN1C(=NC=C1)NC)=O)CC1=CC(=C(C=C1)F)OC